(4-methoxyphenyl)(phenyl)(2-(pyridin-4-yl)ethyl)phosphorus oxide COC1=CC=C(C=C1)P(CCC1=CC=NC=C1)(C1=CC=CC=C1)=O